4-(3,5-bis(trifluoromethyl)phenoxy)butan-1-amine 2,2,2-trifluoroacetate FC(C(=O)O)(F)F.FC(C=1C=C(OCCCCN)C=C(C1)C(F)(F)F)(F)F